5-methoxy-2-(N-propylamino)indan COC=1C=C2CC(CC2=CC1)NCCC